9-(6-chloropyridin-3-yl)-6,7-dimethoxynaphtho[2,3-c]furan-1(3H)-one ClC1=CC=C(C=N1)C1=C2C=C(C(=CC2=CC2=C1C(OC2)=O)OC)OC